1-(4-bromobenzyl)pyrrolidine BrC1=CC=C(CN2CCCC2)C=C1